1-(7-(4-chlorobenzyl)-3-methyl-2,6-dioxo-8-(3-(trifluoromethoxy)-phenoxy)-2,3,6,7-tetrahydro-1H-purin-1-yl)-N-methylmethanesulfonamide ClC1=CC=C(CN2C(=NC=3N(C(N(C(C23)=O)CS(=O)(=O)NC)=O)C)OC2=CC(=CC=C2)OC(F)(F)F)C=C1